1-((3S,4S)-3-((5-fluoropyrimidin-2-yl)amino)-4-((4-(trifluoromethyl)benzyl)oxy)piperidin-1-yl)prop-2-en-1-one FC=1C=NC(=NC1)N[C@H]1CN(CC[C@@H]1OCC1=CC=C(C=C1)C(F)(F)F)C(C=C)=O